C(C)(C)C(C(C)C)OC(C(F)(F)Br)=O 2-bromo-2,2-difluoro-acetic acid (1-isopropyl-2-methyl-propyl) ester